C(CCC)OC=1C(OC2=CC=CC=C2C1)=O 3-butyloxycoumarin